(2E)-3-[1-(2-hydroxy-2-methylpropyl)-4-methyl-1H-benzotriazol-5-yl]prop-2-enoic acid ethyl ester C(C)OC(\C=C\C1=C(C2=C(N(N=N2)CC(C)(C)O)C=C1)C)=O